(2-phenylbutyrylamino)thiophene-3-carboxylic acid methyl ester COC(=O)C1=C(SC=C1)NC(C(CC)C1=CC=CC=C1)=O